Cl.CN1C(=NC(=C1)C(F)(F)F)C1=CC=C(C=C1)C1(CC1)N 1-(4-(1-methyl-4-(trifluoromethyl)-1H-imidazol-2-yl)phenyl)cyclopropane-1-amine hydrochloride